2-(4-(4-chloro-3-isopropyl-2-(8-methoxy-[1,2,4]triazolo[1,5-a]pyridin-6-yl)-1H-pyrrolo[2,3-c]pyridin-5-yl)piperazin-1-yl)-N-methylacetamide ClC1=C2C(=CN=C1N1CCN(CC1)CC(=O)NC)NC(=C2C(C)C)C=2C=C(C=1N(C2)N=CN1)OC